BrC=1C=C(C=CC1)CN1C(=NC=C1)[C@H]1N(C[C@@H](C1)O[Si](C)(C)C(C)(C)C)C(=O)OC(C)(C)C tert-butyl (2S,4R)-2-[1-[(3-bromophenyl)methyl]imidazol-2-yl]-4-[tert-butyl(dimethyl)silyl]oxy-pyrrolidine-1-carboxylate